CN1N=C(C(=C1OC(C)[C@@H]1NCCC1)C=1C=C2C(=CN1)N(N=C2C=C)C2OCCCC2)C 5-[1,3-dimethyl-5-[1-[(2R)-pyrrolidin-2-yl]ethoxy]pyrazol-4-yl]-1-tetrahydropyran-2-yl-3-vinyl-pyrazolo[3,4-c]pyridine